methyl 2,6-dichloro-4-cyanonicotinate ClC1=C(C(=O)OC)C(=CC(=N1)Cl)C#N